ClC1=CC2=C(N=C(N=C2)NC2=C(C=C(C=C2)S(=O)(=O)N2CCN(CC2)C(=O)OC(C)(C)C)C)N(C1=O)C1CCCC1 tert-butyl 4-((4-((6-chloro-8-cyclopentyl-7-oxo-7,8-dihydropyrido[2,3-d]pyrimidin-2-yl)amino)-3-methylphenyl)sulfonyl)piperazine-1-carboxylate